6-methyl-1-heptanol CC(CCCCCO)C